3-ethyl-2,3-dihydro-1H-indene C(C)C1CCC2=CC=CC=C12